CC1=NC=CC(=C1)C=C1CN(C1)C(=O)OC(C)(C)C tert-butyl 3-[(2-methylpyridin-4-yl)methylidene]azetidine-1-carboxylate